C(C)(=O)C1=CC=C2C(C=C(OC2=C1)C)=O 7-acetyl-2-methyl-4H-chromen-4-one